hexahydro-1,3,5-triethoxysilylpropyl-1,3,5-triazine C(C)O[SiH2]C(CC[SiH2]OCC)N1CNCN(C1)[SiH2]OCC